aminoimidazo[1,2-b]Pyridazine-2-carbonitrile NC1=C(N=C2N1N=CC=C2)C#N